FC1=CC(=C(OC=2N=NC(=C(C2C(=O)NC2=CC(=CC=C2)SC)C)I)C=C1)C 3-(4-fluoro-2-methyl-phenoxy)-6-iodo-5-methyl-N-(3-methylsulfanylphenyl)pyridazine-4-carboxamide